C(CCC)OCC(C)OCC(C)OCC(C)N 1-(((1-butoxy(propan-2-yl)oxy)-propan-2-yl)oxy)-propan-2-amine